NC1=NN2C(C=C(C=C2)C=2C(=NC=C(C(=O)NCC3=C(C=CC=C3)OC(F)(F)F)C2)Cl)=N1 5-(2-amino-[1,2,4]triazolo[1,5-a]pyridin-7-yl)-6-chloro-N-(2-(trifluoromethoxy)benzyl)nicotinamide